(4S)-4-prop-1-en-2-ylcyclohexene C=C(C)[C@@H]1CC=CCC1